1,3,5-tris(2-hydroxyethyl)-s-triazinetrione OCCN1C(N(C(N(C1=O)CCO)=O)CCO)=O